3-(2,2-difluoroethoxy)propionitrile FC(COCCC#N)F